COC1=C(C=CC(=C1S(=O)C)S(=O)C)CC(=O)O (2-methoxy-(dimethyl-sulfinylphenyl))acetic acid